C(CCCCCCCCCCC)SC(CCC)(C)C 4-(dodecyl-thio)-4-methylpentan